1-(7-(1-(4-Chlorobenzyl)piperidin-3-yl)-2-cyclopropylpyrazolo[1,5-a]pyrimidin-3-yl)-N-((tetrahydro-2H-pyran-4-yl)methyl)methanamine ClC1=CC=C(CN2CC(CCC2)C2=CC=NC=3N2N=C(C3CNCC3CCOCC3)C3CC3)C=C1